C(C)(C)(C)C1=CN=C(O1)CSC1=CN=C(S1)NCC1CCN(CC1)C(=O)OC(C)(C)C tert-butyl 4-(((5-(((5-(tert-butyl)oxazol-2-yl)methyl)thio)thiazol-2-yl)amino)methyl)piperidine-1-carboxylate